(5R)-3,3-difluoro-5-[(5R)-5-methyl-1,1-dioxo-1λ6,2-thiazolidin-2-yl]piperidine-1-carboxylic acid 4-chlorophenyl ester ClC1=CC=C(C=C1)OC(=O)N1CC(C[C@H](C1)N1S([C@@H](CC1)C)(=O)=O)(F)F